(6-(2-chloro-5-fluorophenyl)-2-methyl-8-oxo-7,8-dihydro-6H-thiazolo[4,5-e]isoindol-5-yl)-3-fluoro-5-(trifluoromethyl)benzamide ClC1=C(C=C(C=C1)F)C1NC(C2=C3C(=CC(=C12)C1=C(C(=O)N)C=C(C=C1F)C(F)(F)F)SC(=N3)C)=O